5-{1-[(1-Fluorocyclopropyl)methyl]-1H-pyrazol-4-yl}-6-chinolin-7-ylpyridin-2-carbonitril FC1(CC1)CN1N=CC(=C1)C=1C=CC(=NC1C1=CC=C2C=CC=NC2=C1)C#N